ClC=1C(N(C(=CC1OCC1=NC=C(C=C1F)F)C)C1=CC(=NC=C1C)N1N=C(C=C1C)C(C)(C)O)=O 3-chloro-4-[(3,5-difluoropyridin-2-yl)methoxy]-2'-[3-(2-hydroxypropan-2-yl)-5-methylpyrazol-1-yl]-5',6-dimethyl-[1,4'-bipyridin]-2-one